1-(4-thiophenylphenyl)-n-octane S1C(=CC=C1)C1=CC=C(C=C1)CCCCCCCC